C1(=CC=CC2=CC=CC=C12)OCC1CO1 glycidyl 1-naphthyl ether